CC1=C(C=CC(=C1)C)N1C(C=CC1=O)=O 1-(2,4-dimethylphenyl)-3-pyrroline-2,5-dione